OCC1=NN2C(NC(=C(C2C2=CC(=CC=C2)OC2=CC=CC=C2)C(=O)NC=2C=C3C=CN=CC3=CC2)C)=C1 2-(hydroxymethyl)-N-(isoquinolin-6-yl)-5-methyl-7-(3-phenoxyphenyl)-4,7-dihydropyrazolo[1,5-a]pyrimidine-6-carboxamide